[Al].C(\C=C\C(=O)O)(=O)O fumaric acid aluminium